FC(OC1=C(C=C(C=C1)C1(CCCC1)CN)OC)F (1-(4-(difluoromethoxy)-3-methoxyphenyl)cyclopentyl)methanamine